1-Methyl-6-nitro-1H-benzo[d]imidazole-5-carboxylic acid methyl ester COC(=O)C1=CC2=C(N(C=N2)C)C=C1[N+](=O)[O-]